N-phenyl-N'-ethylhydrazine C1(=CC=CC=C1)NNCC